O1C(CCCC1)OCCCCOC1=C2CCN(CC2=CC=C1)C(=O)OCCCC Butyl 5-[4-(tetrahydro-2H-pyran-2-yloxy)butoxy]-3,4-dihydroisoquinoline-2(1H)-carboxylate